FCCCN1C[C@H](CC1)OC1=CC=C(C=C1)C1=C(CCCC2=C1C=CC(=C2)O)C=2C=CC1=C(N=C(O1)C)C2 5-[4-[(3S)-1-(3-fluoropropyl)pyrrolidin-3-yl]oxyphenyl]-6-(2-methyl-1,3-benzoxazol-5-yl)-8,9-dihydro-7H-benzo[7]annulen-2-ol